C(CC(C)C)OP(O)(=O)CC(=O)NO (2-(hydroxyamino)-2-oxoethyl)phosphonic acid isoamyl ester